C(C1=CC=CC=C1)(=O)NC(C1=C(C=C(C=C1)OC)CCCC(=O)O)C(=O)O 4-(2-(Benzoylamino(carboxy)methyl)-5-methoxyphenyl)butanoic acid